3,5-dibromo-1-(1,1,1-trifluoropropan-2-yl)-1H-pyrazole-4-carbonitrile BrC1=NN(C(=C1C#N)Br)C(C(F)(F)F)C